pyrrolo[3',2':5,6]pyrido[2,3-b][1,4]oxazepane N1C2=C(OCCC1)NC=1C(=C2)C=CN1